CC1=C2C3(C(NC2=CC=C1\C=C\C)=O)CCC(CC3)=O methyl-5'-[(1E)-prop-1-en-1-yl]spiro[cyclohexane-1,3'-indol]-2',4-dione